(S)-2-((((9H-fluoren-9-yl)methoxy)carbonyl)amino)-3-(2-cyano-1H-indol-5-yl)propanoic acid C1=CC=CC=2C3=CC=CC=C3C(C12)COC(=O)N[C@H](C(=O)O)CC=1C=C2C=C(NC2=CC1)C#N